ethyl 5-(3-(aminomethyl)phenyl)-3-((2-(2-ethoxy-2-oxoethyl)-5-methoxyphenoxy)methyl)benzofuran-2-carboxylate NCC=1C=C(C=CC1)C=1C=CC2=C(C(=C(O2)C(=O)OCC)COC2=C(C=CC(=C2)OC)CC(=O)OCC)C1